C(C)C(C(=O)OCCC[18F])(CC)NC(=O)C1=NC(=C(C=C1)N1CC(C1)OC)OC[C@@H]1[C@H](C1)CO 3-(18F)Fluoranylpropyl 2-ethyl-2-[[6-[[(1S,2S)-2-(hydroxymethyl)cyclopropyl]methoxy]-5-(3-methoxyazetidin-1-yl)pyridine-2-carbonyl]amino]butanoate